C(C)(=O)N[C@@H](C(=O)NCC1=CC=CC=C1)CO (R)-2-Acetylamino-N-benzyl-3-hydroxy-propionamide